FC(OC[C@H]1N(C[C@H](C1)OC1=CC=C(C=C1)C(F)(F)F)C1=CC=C(C(=O)N[C@@H](CC(=O)OC)C2=CC=C(C=C2)S(=O)(=O)CC)C=C1)F methyl (S)-3-(4-((2S,4S)-2-((difluoromethoxy)methyl)-4-(4-(trifluoromethyl)phenoxy)pyrrolidin-1-yl)benzoylamino)-3-(4-(ethylsulfonyl)phenyl)propionate